2-(3-bromo-4-cyano-2-fluorophenoxy)-N,N-dimethylacetamide BrC=1C(=C(OCC(=O)N(C)C)C=CC1C#N)F